C1(CC1)NC(=O)C1=CC(=NC=C1)C(=O)NCC N4-cyclopropyl-N2-ethylpyridine-2,4-dicarboxamide